butyl-1,3-dioxo-1,5,7,8-tetrahydrofuro[3,4-g]isoquinoline C(CCC)C1=C2C(=CC=3CCNCC13)C(OC2=O)=O